3-((4,4-difluorocyclohexyl)methoxy)benzene-1,2-diamine FC1(CCC(CC1)COC1=C(C(=CC=C1)N)N)F